(5S)-1-{[2-(2-fluoro-4-methylphenoxy)pyrimidin-5-yl]methyl}-5-methylpyrrolidin-2-one FC1=C(OC2=NC=C(C=N2)CN2C(CC[C@@H]2C)=O)C=CC(=C1)C